2-chloro-1,5-naphthyridine-4-carbaldehyde ClC1=NC2=CC=CN=C2C(=C1)C=O